tert-butyl (8-((2-(2,6-dioxopiperidin-3-yl)-1,3-dioxoisoindolin-5-yl)amino)octyl)carbamate O=C1NC(CCC1N1C(C2=CC=C(C=C2C1=O)NCCCCCCCCNC(OC(C)(C)C)=O)=O)=O